C(CCCCCCC\C=C/CCCCCCCC)(=O)OCC[N+](C)(C)C Oleoylcholine